4-(3-(2-chloro-4-(ethylsulfonyl)phenyl)-1,4-oxazepan-4-yl)-6-methylpyrimidin-2-amine ClC1=C(C=CC(=C1)S(=O)(=O)CC)C1COCCCN1C1=NC(=NC(=C1)C)N